2-{3-[3-(methylamino)pyrrolidin-1-yl]-1,2,4-triazin-6-yl}-5-(1,3-oxazol-2-yl)phenol CNC1CN(CC1)C=1N=NC(=CN1)C1=C(C=C(C=C1)C=1OC=CN1)O